COC1=CC=C(CN2C(C(CCC2=O)N2C(C3=CC=C(C=C3C2)C2CCNC3=CC=CC=C23)=O)=O)C=C1 (4-methoxybenzyl)-3-(1-oxo-5-(1,2,3,4-tetrahydroquinolin-4-yl)isoindolin-2-yl)piperidine-2,6-dione